C(C)(C)(C)OC(=O)N1C[C@@H](N(CC1)C=1C2=C(N=CN1)N(C=C2N2CCC2)C2=NC=CC(=C2)Cl)C (S)-4-(5-(azetidin-1-yl)-7-(4-chloropyridin-2-yl)-7H-pyrrolo[2,3-d]pyrimidin-4-yl)-3-methylpiperazine-1-carboxylic acid tert-butyl ester